3β-hydroxychol-5-en-24-oic acid O[C@@H]1CC2=CC[C@H]3[C@@H]4CC[C@H]([C@@H](CCC(=O)O)C)[C@]4(CC[C@@H]3[C@]2(CC1)C)C